3-(2,2-diphenyl-2-(((tridecyloxy)carbonyl)oxy)acetoxy)spiro[bicyclo[3.2.1]octane-8,1'-pyrrolidin]-8-ium chloride [Cl-].C1(=CC=CC=C1)C(C(=O)OC1CC2CCC(C1)[N+]21CCCC1)(OC(=O)OCCCCCCCCCCCCC)C1=CC=CC=C1